benzo[d]isoxazole-6-carboxylic acid methyl ester COC(=O)C1=CC2=C(C=NO2)C=C1